2-(naphthalene-1-yl)acetoamide methyl-2-(2-chloro-6-(4-fluorophenyl)pyridin-4-yl)-2-methylpropanoate COC(C(C)(C)C1=CC(=NC(=C1)C1=CC=C(C=C1)F)Cl)=O.C1(=CC=CC2=CC=CC=C12)CC(=O)N